(R,Z)-6-(5-(3,3-dimethyloxiran-2-yl)-3-methylpent-2-en-1-yl)-5-hydroxy-3,7-bis(methoxymethoxy)-2-(4-(methoxymethoxy)phenyl)-4H-chromen-4-one CC1([C@H](O1)CC\C(=C/CC=1C(=C2C(C(=C(OC2=CC1OCOC)C1=CC=C(C=C1)OCOC)OCOC)=O)O)\C)C